(R)-4-(cyclopropyl-(1,1,1-trifluorobutan-2-yl)amino)-2,6-difluorobenzoic acid C1(CC1)N(C1=CC(=C(C(=O)O)C(=C1)F)F)[C@@H](C(F)(F)F)CC